(S)-5-bromo-3-propyl-3,4-dihydroquinoxalin-2(1H)-one BrC1=C2N[C@H](C(NC2=CC=C1)=O)CCC